2-oxopropyl (CIS)-2-((((CIS)-4-phenylcyclohexyl)oxy)methyl)-3-(1H-pyrazol-3-yl)piperidine-1-carboxylate C1(=CC=CC=C1)[C@H]1CC[C@H](CC1)OC[C@@H]1N(CCC[C@@H]1C1=NNC=C1)C(=O)OCC(C)=O